C(CCC)NC[SiH](OCC)OCC N-butyl-aminomethyl-diethoxysilane